(1S,2S)-1-[4-[4-(dimethoxymethyl)-1-piperidyl]-2-fluoro-phenyl]-2-phenyl-tetralin-6-ol COC(C1CCN(CC1)C1=CC(=C(C=C1)[C@H]1[C@H](CCC2=CC(=CC=C12)O)C1=CC=CC=C1)F)OC